CC1=CC=C(C=C1)C(C)O 1-(4-Methylphenyl)ethanol